4,8-difluoroisoquinolin-1(2H)-one FC1=CNC(C2=C(C=CC=C12)F)=O